[Na+].FC=1C(=C(C(=C(C1F)F)F)S(=O)(=O)[O-])OC(=C(C(C(C(C(C(C(C(F)(F)F)(F)F)(F)F)(F)F)(F)F)(F)F)(F)F)F)F perfluoro-nonenoxybenzenesulfonic acid sodium salt